FC(C=1C=C(C=CC1)\C(\C)=N\OCC1=C(C=CC=C1)N1N=CNC1=O)(F)F 2-{([({(1E)-1-[3-(trifluoromethyl)phenyl]ethylidene}amino)oxy]methyl)phenyl}-2,4-dihydro-3H-1,2,4-triazol-3-one